N-(6-bromo-7-chloroisoquinolin-3-yl)spiro[2.3]hexane-5-carboxamide BrC=1C=C2C=C(N=CC2=CC1Cl)NC(=O)C1CC2(CC2)C1